tertbutyl methyl(4-(5-methyl-3-(trifluoromethyl)-1H-pyrazol-1-yl)phenyl)carbamate CN(C(OC(C)(C)C)=O)C1=CC=C(C=C1)N1N=C(C=C1C)C(F)(F)F